6-Fluoro-9-(2-pyrimidinyl)-1,2,3,9-tetrahydrocarbazol-4-one FC=1C=C2C=3C(CCCC3N(C2=CC1)C1=NC=CC=N1)=O